CC1=C(C(=C(C(=C1C=1C=NC=NC1)C)C=1C=NC=NC1)C)C1=C(C(=C(C(=C1C)C=1C=NC=NC1)C)C=1C=NC=NC1)C 5,5',5'',5'''-(2,2',4,4',6,6'-hexamethyl-[1,1'-biphenyl]-3,3',5,5'-tetrayl)tetra-pyrimidine